2-[(1-methyl-1H-tetrazol-5-yl)sulfanyl]-5-nitro-N-[4-(piperidin-1-ylmethyl)phenyl]benzamide CN1N=NN=C1SC1=C(C(=O)NC2=CC=C(C=C2)CN2CCCCC2)C=C(C=C1)[N+](=O)[O-]